C(C)S(=O)(=O)C=1C=CC(=NC1)CC1=C(C(=O)N)C=CC(=C1)CCN1C(CCC2=CC=CC=C12)OC1COC1 ((5-(ethylsulfonyl)pyridin-2-yl)methyl)-4-(2-(2-(oxetan-3-yloxy)3,4-dihydroquinolin-1(2H)-yl)ethyl)benzamide